N-((R)-1-(((S)-3-(4-chloro-2-fluorophenoxy)-1-(4,4,5,5-tetramethyl-1,3,2-dioxaborolan-2-yl)propyl)amino)-3-methoxy-1-oxopropan-2-yl)pyrazine-2-carboxamide ClC1=CC(=C(OCC[C@H](B2OC(C(O2)(C)C)(C)C)NC([C@@H](COC)NC(=O)C2=NC=CN=C2)=O)C=C1)F